ClC=1C=CC=NC1N1N=NC(=C1)C1COC1 5-chloro-6-(4-(oxetan-3-yl)-1H-1,2,3-triazol-1-yl)pyridin